2-[(2S)-azetidin-2-yl]-4-(difluoromethyl)-1,3-oxazole N1[C@@H](CC1)C=1OC=C(N1)C(F)F